COC=1C=C2C=C(NC2=CC1)C1=CNC2=CC=C(C=C12)OC 5,5'-Dimethoxy-1H,1'H-2,3'-biindole